ClC1=NC2=CC=CC=C2C(=C1)[C@@H](C)N[S@@](=O)C(C)(C)C (S)-N-((R)-1-(2-chloroquinolin-4-yl)ethyl)-2-methylpropane-2-sulfinamide